(((4s,6s)-9-(5-(2-hydroxypropan-2-yl)pyrazin-2-yl)-8-oxo-7-oxa-9-azadispiro-[2.2.46.23]dodecane-4-yl)methyl)-1H-benzo[d]imidazole-6-carbonitrile OC(C)(C)C=1N=CC(=NC1)N1C(O[C@@]2(C[C@@H](C3(CC3)CC2)CN2C=NC3=C2C=C(C=C3)C#N)C1)=O